benzyl (2S)-4-({(1R)-1-[1-benzyl-4-(2,5-difluorophenyl)-1H-pyrrol-2-yl]-2,2-dimethylpropyl}amino)-2-{[(benzyloxy)carbonyl]amino}butanoate C(C1=CC=CC=C1)N1C(=CC(=C1)C1=C(C=CC(=C1)F)F)[C@@H](C(C)(C)C)NCC[C@@H](C(=O)OCC1=CC=CC=C1)NC(=O)OCC1=CC=CC=C1